2-[6-[3-(Difluoromethyl)-4-fluoro-phenyl]-3-fluoro-pyrazolo[4,3-b]pyridin-1-yl]-1-(3-hydroxyazetidin-1-yl)ethanone FC(C=1C=C(C=CC1F)C=1C=C2C(=NC1)C(=NN2CC(=O)N2CC(C2)O)F)F